CCC1=C2CN3C(=CC4=C(C3=O)COC(=O)[C@@]4(CC)O)C2=NC5=C1C=C(C=C5)OC(=O)N6CCC(CC6)N7CCCCC7.Cl The molecule is a hydrochloride obtained by combining irinotecan with one molar equivalent of hydrochloric acid. Used (in the form of its trihydrate) in combination with fluorouracil and leucovorin, for the treatment of patients with metastatic adenocarcinoma of the pancreas after disease progression following gemcitabine-based therapy. It is converted via hydrolysis of the carbamate linkage to its active metabolite, SN-38, which is ~1000 times more active. It has a role as an EC 5.99.1.2 (DNA topoisomerase) inhibitor, an antineoplastic agent, an apoptosis inducer and a prodrug. It contains an irinotecan(1+).